F[Si](C(C(C(C(C(C(F)(F)F)(F)F)(F)F)(F)F)(F)F)(F)F)(F)F perfluorohexyl-silane